CC1=CC=C(COC(C(=O)OCC2=CC=C(C=C2)C)=O)C=C1 oxalic acid di(4-methylbenzyl) ester